N1(CC(C1)C1CNC1)C(=O)OC(C)(C)C tert-Butyl [3,3'-biazetidine]-1-carboxylate